trans-4-(2-pyridyl)-pyrrolidine-3-carboxylic acid N1=C(C=CC=C1)[C@H]1[C@@H](CNC1)C(=O)O